C(C)(C)(C)C=1NC=2CCCCC2C1N tert-butyl-3-amino-4,5,6,7-tetrahydroindole